NC1=NC=NC2=C1CN=C(C1=C2C=CC(=C1)Cl)C1=C(C=CC=C1F)F 4-amino-9-chloro-7-(2,6-difluorophenyl)-5H-pyrimido[5,4-d][2]benzazepin